C(C)(C)(C)OC(=O)NC=1C=C(C=CC1)C=1SC=C(N1)C(=O)NC(C(=O)NC(C(=O)OC)=C)=C Methyl 2-(2-(2-(3-((tert-butoxycarbonyl)amino)phenyl)thiazole-4-carboxamido)acrylamido)acrylate